C1(=CC=CC=2C3=CC=CC=C3C3=CC=CC=C3C12)C=1C(=C(C=CC1)C1=CC=CC=C1)C1=NN=NC(=C1C1=CC=CC=C1)C1=CC=CC=C1 (triphenyleneyl)(diphenyltriazinyl)biphenyl